C(=O)(O)C(CCCCC[C@H](C(=O)[O-])CF)C |r| 8-carboxyl-2-(R,S)-monofluoromethylpelargonate